C1(=CC=CC=C1)C#CC=1C=NC=2CCC[C@@]3(C2C1)CN(C(O3)=O)CCC |r| (rac)-3'-(Phenylethynyl)-3-propyl-7',8'-dihydro-6'H-spiro[oxazolidine-5,5'-quinolin]-2-one